2-fluoro-4-(2-(6-fluoro-1-methyl-1H-indol-5-yl)-6-(4-methylpiperazine-1-carbonyl)pyrimidin-4-yl)benzonitrile FC1=C(C#N)C=CC(=C1)C1=NC(=NC(=C1)C(=O)N1CCN(CC1)C)C=1C=C2C=CN(C2=CC1F)C